methyl 1-[(4-chlorophenyl) methyl]-4-[(2-methoxy-2-oxoethyl) (methyl) amino]-2-[3-(trifluoromethoxy) phenoxy]-1H-imidazole-5-carboxylate ClC1=CC=C(C=C1)CN1C(=NC(=C1C(=O)OC)N(C)CC(=O)OC)OC1=CC(=CC=C1)OC(F)(F)F